C(C1=CC=CC=C1)OC(=O)N[C@H](C(=O)OC(C)(C)C)[C@@H]1C[C@]2(CC2(F)F)CCC1 tert-butyl (S)-2-(((benzyloxy)carbonyl)amino)-2-((3S,5S)-1,1-difluorospiro[2.5]octan-5-yl)acetate